rhodium (I) tri(triphenylphosphine) chloride [Cl-].C1(=CC=CC=C1)P(C1=CC=CC=C1)C1=CC=CC=C1.C1(=CC=CC=C1)P(C1=CC=CC=C1)C1=CC=CC=C1.C1(=CC=CC=C1)P(C1=CC=CC=C1)C1=CC=CC=C1.[Rh+]